FC1=C(C=CC(=C1)F)C1=CC(=CN1S(=O)(=O)C1=CC=C(C=C1)OC)CNC([2H])([2H])[2H] N-((5-(2,4-difluorophenyl)-1-((4-methoxyphenyl)sulfonyl)-1H-pyrrol-3-yl)methyl)methan-d3-amine